6-amino-1,3-dimethyl-1H-imidazo[4,5-b]pyridin-2(3H)-one NC=1C=C2C(=NC1)N(C(N2C)=O)C